4-azaphenanthrene-5-ol C1=CC=NC2=C3C(=CC=CC3=CC=C12)O